OCCCC#CC1=CC=C(C(=O)OC(C)(C)C)C=C1 tert-Butyl 4-(5-hydroxypent-1-yn-1-yl)benzoate